N[C@H](COC1=NC(=CC(=C1)NC(=O)N1C[C@](C2=C1C=NC=1N2N=C(C1)Cl)(C(F)(F)F)C)C)C (R)-N-(2-((S)-2-aminopropoxy)-6-methylpyridin-4-yl)-2-chloro-8-methyl-8-(trifluoromethyl)-7,8-dihydro-6H-pyrazolo[1,5-a]pyrrolo[2,3-e]pyrimidine-6-carboxamide